(triethoxysilyl)(dimethylphenylsilyl)undecane C(C)O[Si](OCC)(OCC)C(CCCCCCCCCC)[Si](C1=CC=CC=C1)(C)C